(1R,5S,6S,7S)-7-(((2-chloro)-7-(methylcarbamoyl)pyrrolo[2,1-f][1,2,4]Triazin-4-yl)amino)tricyclo[3.2.2.02,4]Nonane-6-carboxylic acid ethyl ester C(C)OC(=O)[C@H]1[C@@H]2C3CC3[C@H]([C@@H]1NC1=NC(=NN3C1=CC=C3C(NC)=O)Cl)CC2